Neodymium (2-ethyl-2-propyl decanoate) C(C)C(C(=O)[O-])(CCCCCCCC)CCC.[Nd+3].C(C)C(C(=O)[O-])(CCCCCCCC)CCC.C(C)C(C(=O)[O-])(CCCCCCCC)CCC